FC=1C=C(C=C2CN(C(C12)=O)C1C(NC(CC1)=O)=O)C(=O)N1CC(N(C(C1)C)CC1=C(CC(CC1)(C)C)C1=CC=C(C=C1)F)C 3-(7-fluoro-5-(4-((4'-fluoro-5,5-dimethyl-3,4,5,6-tetrahydro-[1,1'-biphenyl]-2-yl)methyl)-3,5-dimethylpiperazine-1-carbonyl)-1-oxoisoindolin-2-yl)piperidine-2,6-dione